tetraazatetracyclo[19.2.2.1^{2,5}.1^{15,19}]heptacosa-1(23),15,17,19(26),21,24-hexaene-16-sulfonamide C=12N3NNN(CCCCCCCCCC4=C(C=CC(CC(=CC1)C=C2)=C4)S(=O)(=O)N)C3